CC1=C(C(=O)N)C=C(C=C1)C1C(C1)CN1CCN(CC1)C 2-methyl-5-(2-((4-methylpiperazin-1-yl)methyl)cyclopropyl)benzamide